tert-butyl N-[2-(4,4-dimethylcyclohexen-1-yl)-4-(4,4,5,5-tetramethyl-1,3,2-dioxaborolan-2-yl)phenyl]carbamate CC1(CC=C(CC1)C1=C(C=CC(=C1)B1OC(C(O1)(C)C)(C)C)NC(OC(C)(C)C)=O)C